3-(dimethylamino)-1-(2-(trifluoromethyl)pyridin-3-yl)prop-2-en-1-one CN(C=CC(=O)C=1C(=NC=CC1)C(F)(F)F)C